BrC=1N=C(N(C1C1=C2C=NN(C2=CC=C1C)C1OCCCC1)CC)C1CC2(CN(C2)C(=O)OC(C)(C)C)C1 tert-butyl 6-[4-bromo-1-ethyl-5-(5-methyl-1-tetrahydropyran-2-yl-indazol-4-yl)imidazol-2-yl]-2-azaspiro[3.3]heptane-2-carboxylate